CC1=C(N=CO1)C(=O)NC(C)C1=CC=C(C=C1)NC(OCC1=CC=C(C=C1)Cl)=O 4-chlorobenzyl (4-(1-(5-methyloxazole-4-carboxamido)ethyl)phenyl)carbamate